[N+](=O)([O-])C=1C=C(OC2=CC=C(C=C2)C2=CC=C(C=C2)OC2=CC(=CC=C2)[N+](=O)[O-])C=CC1 4,4'-bis(3-nitrophenoxy)biphenyl